C1CCC2=C(C=3CCCC3C=C12)NC(=O)NS(=O)(=O)\C=C\CN1CC2CNCC2C1 (E)-N-((1,2,3,5,6,7-hexahydro-s-indacen-4-yl)carbamoyl)-3-(hexahydropyrrolo[3,4-c]pyrrol-2(1H)-yl)prop-1-ene-1-sulfonamide